C[NH+]1N=CC(=C1C)C1C[NH2+]CC2=CC=CC=C12 4-(1,5-dimethyl-1H-pyrazol-1-ium-4-yl)-1,2,3,4-tetrahydroisoquinolin-2-ium